4-nonylphenol phosphite P(O)(O)OC1=CC=C(C=C1)CCCCCCCCC